O=C1NC(CCC1NC1=CC(=C(C=C1)C1CN(C1)C1CC(C1)C(=O)O)F)=O 3-[3-[4-[(2,6-dioxo-3-piperidyl)amino]-2-fluoro-phenyl]azetidin-1-yl]cyclobutanecarboxylic acid